BrC=1C=C2C3=C(C(N(C3CCC2)C2C(NC(CC2)=O)=O)=O)C1 3-(4-Bromo-2-oxo-6,7,8,8a-tetrahydrobenzo[cd]indol-1(2H)-yl)piperidine-2,6-dione